COC1=NC(=CC=C1CNCCNC(C)=O)OCC=1C(=C(C=CC1)C1=CC=CC=C1)C N-[2-[[[2-methoxy-6-[(2-methyl[1,1'-biphenyl]-3-yl)methoxy]-3-pyridinyl]methyl]amino]ethyl]-acetamide